ClC=1C(=C(C=CC1)[C@@H]1N(OCC1)C1=CC(=NC=N1)NC=1C(=CC(=C(C1)NC(C=C)=O)N1CCC(CC1)N1[C@H](CN(CC1)C1CC1)C)OC)F N-(5-((6-((R)-3-(3-chloro-2-fluorophenyl)-isoxazolidine-2-yl)pyrimidine-4-yl)amino)-2-(4-((S)-4-cyclopropyl-2-methylpiperazine-1-yl)piperidine-1-yl)-4-methoxyphenyl)acrylamide